P(=O)(O)(O)OC[C@@H]1[C@H]([C@H]([C@@H](O1)N1C(=O)NC(=O)C=C1C(=O)O)O)O orotidine-5'-monophosphate